ClC1=C(C=CC=C1)C(CBr)=O o-chloro-α-bromoacetophenone